3-glycidyloxy-propyl-triethoxy-silan C(C1CO1)OCCC[Si](OCC)(OCC)OCC